C1(CC1)C=1N=NN(C1)[C@@H](C(=O)N1[C@H](C[C@@H](C1)O)C(=O)NC1CCN(CC1)C(C)C1=CC=NC=C1)C(C)(C)C (2R,4S)-1-[(2R)-2-(4-cyclopropyltriazol-1-yl)-3,3-dimethyl-butanoyl]-4-hydroxy-N-[1-[1-(4-pyridyl)ethyl]-4-piperidyl]pyrrolidine-2-carboxamide